1,2,5-oxathiazinan-2,2-dioxide O1S(CCNC1)(=O)=O